NC1=C(C=2C(=NC=C(C2S1)F)C=1C2=C(C=3C=NC(=NC3C1F)N1CC3(COC3)C(C1)NC(C)C)COC2)C#N 2-Amino-7-fluoro-4-(5-fluoro-3-(8-(isopropylamino)-2-oxa-6-azaspiro[3.4]octan-6-yl)-7,9-dihydrofuro[3,4-f]quinazolin-6-yl)thieno[3,2-c]pyridine-3-carbonitrile